C(C)(C)(C)OC(=O)N(CCN(CCCCCCCC(=O)OC(CCCCCCCC)CCCCCCCC)CCCCCC(OCCCCCCCCCCC)=O)C 1-octylnonyl 8-[2-[tert-butoxycarbonyl(methyl)amino]ethyl-(6-oxo-6-undecoxy-hexyl)amino]octanoate